2,4,6-trinitrophenol oxygen [O].[N+](=O)([O-])C1=C(C(=CC(=C1)[N+](=O)[O-])[N+](=O)[O-])O